calcium mellitate C(C1=C(C(=O)[O-])C(C(=O)[O-])=C(C(=O)[O-])C(C(=O)[O-])=C1C(=O)[O-])(=O)[O-].[Ca+2].[Ca+2].[Ca+2]